N-(5,6-difluoro-1H-indol-3-yl)-6-(4-methoxyphenyl)-3,4-dihydroisoquinoline-2(1H)-Formamide FC=1C=C2C(=CNC2=CC1F)NC(=O)N1CC2=CC=C(C=C2CC1)C1=CC=C(C=C1)OC